Tert-butyl 6-chloro-1-(cyclopropylmethyl)-1H-pyrrolo[2,3-b]pyridine-2-carboxylate ClC1=CC=C2C(=N1)N(C(=C2)C(=O)OC(C)(C)C)CC2CC2